CN1C(=NC2=C1C=C(C=C2)C(=O)O)CN2CCC(CC2)C2=NC(=CC=C2)OCC2=CC=C(C=C2)OC(F)(F)F 1-methyl-2-{[4-(6-{[4-(trifluoromethoxy)benzyl]oxy}pyridin-2-yl)piperidin-1-yl]methyl}-1H-benzimidazole-6-carboxylic acid